ClC1=C(C(=O)NC=2C=C(C=NC2)C2=CC(=NC=C2)C=2NC(=CN2)C2=CC=CC=C2)C=CC=C1 2-Chloro-N-(2'-(5-phenyl-1H-imidazol-2-yl)-3,4'-bipyridin-5-yl)benzamid